C(C)(C)(CC)OOCC(CCCC)CC 2-ethylhexyl tertiary amyl peroxide